NC1=NC(=C(C=2C1=CN(N2)CC2=NC=CC=C2)C2=CC=NN2CC)C2=C(C#N)C=CC=C2 (4-amino-7-(1-ethyl-1H-pyrazol-5-yl)-2-(pyridin-2-ylmethyl)-2H-pyrazolo[4,3-c]pyridin-6-yl)benzonitrile